FC(OC[C@H]1[C@@H](C1)C(=O)O)(F)F trans-2-(trifluoromethoxymethyl)cyclopropanecarboxylic acid